(3S)-1-[(2R)-2-[[4-(2,6-dichloro-4-fluoro-phenyl)-7-quinolyl]oxy]propanoyl]piperidine-3-carboxylic acid ClC1=C(C(=CC(=C1)F)Cl)C1=CC=NC2=CC(=CC=C12)O[C@@H](C(=O)N1C[C@H](CCC1)C(=O)O)C